4-(4-fluoro-2-methoxy-5-nitrophenoxymethyl)-2-methyl-1,3-benzothiazole FC1=CC(=C(OCC2=CC=CC3=C2N=C(S3)C)C=C1[N+](=O)[O-])OC